CC=1/C(/C2=CC=CC=C2C1CCC1=NN=NN1)=C/C1=CC=C(C=C1)OC1=CC=C(C=C1)C(F)(F)F 5-{2-[(1Z)-2-methyl-1-({4-[4-(trifluoromethyl)phenoxy]phenyl}methylene)-1H-inden-3-yl]ethyl}-1H-1,2,3,4-tetrazole